S-METHYLTHIORIBOSE CS=C[C@H](O)[C@H](O)[C@H](O)CO